N-[(1R)-1-benzyl-3,3,3-trifluoro-1-methylpropyl]-8-fluoroquinoline-3-carboxamide C(C1=CC=CC=C1)[C@@](CC(F)(F)F)(C)NC(=O)C=1C=NC2=C(C=CC=C2C1)F